CN1N=C(C(=C1C)S(=O)(=O)N1CC(CC1)C=O)C (1-((1,3,5-trimethyl-1H-pyrazol-4-yl)sulfonyl)pyrrolidin-3-yl)methanone